O(C1=CC=CC=C1)C(C(C(=O)N)(CC1=CC=CC=C1)N1CCCCC1)C phenoxypiperidyl-phenylmethyl-butyramide